1-((S)-3-((4-(((R)-1-(3-chloro-2-fluorophenyl)-2,2,2-trifluoroethyl)amino)pyrido[3,2-d]pyrimidin-6-yl)oxy)pyrrolidin-1-yl)prop-2-en-1-one ClC=1C(=C(C=CC1)[C@H](C(F)(F)F)NC=1C2=C(N=CN1)C=CC(=N2)O[C@@H]2CN(CC2)C(C=C)=O)F